((1R,3s,5S)-8-benzyl-8-azabicyclo[3.2.1]oct-3-yl)-3-cyano-1H-indole-6-carboxamide C(C1=CC=CC=C1)N1[C@H]2CC(C[C@@H]1CC2)N2C=C(C1=CC=C(C=C21)C(=O)N)C#N